FC(C1=NC(=NN1C)C=1C=CC(=NC1C)N[C@@H]1CN(CC1)C([C@H](C)C1=CC(=NC=C1F)OC)=O)F (2R)-1-[(3S)-3-({5-[5-(Difluoromethyl)-1-methyl-1H-1,2,4-triazol-3-yl]-6-methylpyridin-2-yl}amino)pyrrolidin-1-yl]-2-(5-fluoro-2-methoxypyridin-4-yl)propan-1-on